(2R,3S,4R,5S)-4-[[3-[2-methoxy-3-(trifluoromethyl)phenyl]-4,5-dimethyl-5-(trifluoromethyl)tetrahydrofuran-2-carbonyl]amino]pyridine-2-carboxamide COC1=C(C=CC=C1C(F)(F)F)[C@H]1[C@@H](O[C@@]([C@@H]1C)(C(F)(F)F)C)C(=O)NC1=CC(=NC=C1)C(=O)N